2-((1H-1,2,4-triazol-3-yl)methoxy)-N-(6-((4-(aminomethyl)-1H-pyrazol-1-yl)methyl)-4-methoxybenzo[d]isoxazol-3-yl)-5-ethylbenzenesulfonamide hydrochloride Cl.N1N=C(N=C1)COC1=C(C=C(C=C1)CC)S(=O)(=O)NC1=NOC2=C1C(=CC(=C2)CN2N=CC(=C2)CN)OC